propanamido-2-methylpropionate C(CC)(=O)NC(C(=O)[O-])(C)C